COCC(C(C)C)SC(CC(=O)C1C(=CC(CC1)(C)C)C)C 3-[1-(Methoxymethyl)-2-methylpropyl]sulfanyl-1-(2,4,4-trimethylcyclohex-2-en-1-yl)butan-1-one